17-heptyl-7-(2-hydroxyethyl)-15,15-dimethyl-14,16,18-trioxa-7-aza-15-silahexacosyl-2-hexyldecanoate C(CCCCCC)C(O[Si](OCCCCCCN(CCCCCCOC(C(CCCCCCCC)CCCCCC)=O)CCO)(C)C)OCCCCCCCC